CC(C(=O)NC1=NC=CC(=C1)OC(F)(F)F)(C)C1CC2(CN(C2)C(=O)C2=C3N(N=C2)C=CN3C)C1 2-methyl-2-(2-(1-methyl-1H-imidazo[1,2-b]pyrazole-7-carbonyl)-2-azaspiro[3.3]heptan-6-yl)-N-(4-(trifluoromethoxy)pyridin-2-yl)propanamide